N[C@@H](C)C(=O)SCCNC(CCNC([C@@H](C(COP(OP(OC[C@@H]1[C@H]([C@H]([C@@H](O1)N1C=NC=2C(N)=NC=NC12)O)OP(=O)(O)O)(=O)O)(=O)O)(C)C)O)=O)=O alanyl-CoA